5-((6-(dimethylamino)quinolin-4-yl)amino)-N-(5-(phenylamino)pyridin-2-yl)picolinamide CN(C=1C=C2C(=CC=NC2=CC1)NC=1C=CC(=NC1)C(=O)NC1=NC=C(C=C1)NC1=CC=CC=C1)C